ClC1=C(C=CC=C1Cl)NC(CC(=O)OCC)=O ethyl 3-((2,3-dichlorophenyl)amino)-3-oxopropanoate